FC1=CC=2[C@@](C3=C(NC2N=C1)CC(CC3=O)(C)C)(C3=CC(=CC=C3)C3=C(C=NC=C3)CC(F)(F)F)C (S)-3-fluoro-5,8,8-trimethyl-5-(3-(3-(2,2,2-trifluoroethyl)pyridin-4-yl)phenyl)-5,8,9,10-tetrahydrobenzo[b][1,8]naphthyridin-6(7H)-one